4'-isopropyl-2'-methoxy-3-methyl-[1,1'-biphenyl]-2-carbaldehyde C(C)(C)C1=CC(=C(C=C1)C=1C(=C(C=CC1)C)C=O)OC